N-[1-(4-bromo-3-fluoro-2-thienyl)ethyl]cyclopropylamine BrC=1C(=C(SC1)C(C)NC1CC1)F